C(CCCCCCCCCCCCCC)(=O)[O-] pentadecanoic acid anion